ClC=1C(=NC(=NC1)NC1CCN(CC1)CC1=C(C=CC=C1)N1C(NC(CC1)=O)=O)C=1C=NN(C1CC1CC1)C 1-(2-((4-((5-chloro-4-(5-(cyclopropylmethyl)-1-methyl-1H-pyrazol-4-yl)pyrimidin-2-yl)amino)piperidin-1-yl)methyl)phenyl)dihydropyrimidine-2,4(1H,3H)-dione